C1(CC1)NC1CCN(CC1)C=1C2=CN(N=C2C(=CC1)C(=O)NC=1C=C(C=2N(C1)N=C(N2)C)F)C 4-[4-(cyclopropylamino)-1-piperidyl]-N-(8-fluoro-2-methyl-[1,2,4]triazolo[1,5-a]pyridin-6-yl)-2-methyl-indazole-7-carboxamide